N1-(4-amino-1,3-dihydrofuro[3,4-c]pyridin-7-yl)-N2-(benzo[d]thiazol-5-ylmethyl)-N2-cyclobutyloxalamide NC1=NC=C(C2=C1COC2)NC(C(=O)N(C2CCC2)CC=2C=CC1=C(N=CS1)C2)=O